BrC1=C2C=CN(C2=CC(=C1OC1=CC(=NC=C1)C#N)F)S(=O)(=O)C1=CC=C(C)C=C1 4-((4-bromo-6-fluoro-1-tosyl-1H-indol-5-yl)oxy)picolinonitrile